C(C1=CC=CC=C1)OC1=CC(=NC2=CC=[N+](C=C12)[O-])[C@@H]1CO[C@](C[C@H]1C1=C(C(=C(C=C1)F)F)OC)(C(F)(F)F)C 4-(benzyloxy)-2-((3R,4R,6R)-4-(3,4-difluoro-2-methoxyphenyl)-6-methyl-6-(trifluoromethyl)tetrahydro-2H-pyran-3-yl)-1,6-naphthyridine 6-oxide